N1=C(C=CC=C1)CCNC(=O)C1=NC(=NO1)C=1SC=CC1 N-(2-(pyridin-2-yl)ethyl)-3-(thiophen-2-yl)-1,2,4-oxadiazole-5-carboxamide